CNC(=O)C1=CC=C(C=C1)C1=CC=C(C=C1)C(C)(C)NC(=O)NC1(CN2CCC1CC2)C N-methyl-4'-(2-(3-(3-methylquinuclidin-3-yl)ureido)propan-2-yl)-[1,1'-biphenyl]-4-carboxamide